FCCCONC(=O)N fluoropropoxyurea